(R)-3-((3-(4-amino-8-cyclopentylpyrido[3,2-d]pyrimidin-6-yl-2-d)phenyl)ethynyl)-3-hydroxy-1-methylpyrrolidin-2-one NC=1C2=C(N=C(N1)[2H])C(=CC(=N2)C=2C=C(C=CC2)C#C[C@]2(C(N(CC2)C)=O)O)C2CCCC2